6-fluoro-5-[4-({6-fluoro-4-oxo-2H,3H,5H-furo[3,2-c]quinolin-7-yl}methyl)piperazin-1-yl]-N-methylpyridine-2-carboxamide FC1=C(C=CC(=N1)C(=O)NC)N1CCN(CC1)CC=1C=CC=2C3=C(C(NC2C1F)=O)CCO3